di-n-butoxydiethoxytitanium C(CCC)O[Ti](OCC)(OCC)OCCCC